OC1=C(C=CC=C1)N=NC1=C(C(=CC=C1)C1=CC=CC=C1)N=[N+]=[N-] o-hydroxyphenyl-diazoaminoazobenzene